CC=1OC2=C(C1C1(CC1)NCC(=O)N)C=C(C=C2)OCC=2C(=NC=CC2)C(F)(F)F 2-{[1-(2-methyl-5-{[2-(trifluoromethyl)pyridin-3-yl]methoxy}-1-benzofuran-3-yl)cyclopropyl]amino}acetamide